C(CCCCCCCCCCCCCCC)C(CO)CCCCCCCCCCCCCCCC 2-hexadecyl-1-octadecanol